FC=1C=C(C(=[N+](C1)[O-])C)C1=NC=C(C=N1)B1OC(C(O1)(C)C)(C)C 5-fluoro-2-methyl-3-(5-(4,4,5,5-tetramethyl-1,3,2-dioxaborolan-2-yl)pyrimidin-2-yl)pyridine 1-oxide